1-(4-chloropyrimidin-2-Yl)-4-(4-fluorophenyl)piperidin-4-ol ClC1=NC(=NC=C1)N1CCC(CC1)(O)C1=CC=C(C=C1)F